ClC=1C=C(C=CC1OC)C1(CN(C1)C=1N=C(C2=C(N1)CC[S@]2=O)NC=2C=C(C(=O)OC)C=CC2)O |r| Methyl (R/S)-3-((2-(3-(3-chloro-4-methoxyphenyl)-3-hydroxyazetidin-1-yl)-5-oxido-6,7-dihydrothieno[3,2-d]pyrimidin-4-yl)amino)benzoate